Cl.N[C@@H]1CN(CC[C@H]1F)C1=NC2=C(N1[C@H](C)C1=NC=C(C#N)C=C1)C=CC=C2 6-((R)-1-(2-((3R,4R)-3-Amino-4-fluoropiperidin-1-yl)-1H-benzo[d]imidazol-1-yl)ethyl)nicotinonitril-hydrochlorid